Rac-(3r,6s,7s,8as)-6-(3,4-bis(allyloxy)phenyl)-2,3,7-trimethyl-1,4-dioxooctahydro-pyrrolo[1,2-a]pyrazine-7-carbonitrile C(C=C)OC=1C=C(C=CC1OCC=C)[C@H]1[C@](C[C@@H]2N1C([C@H](N(C2=O)C)C)=O)(C#N)C |r|